3alpha,17alpha-androstenediol monosulfate S(=O)(=O)(O)O.C[C@@]12[C@H](O)CC[C@H]1[C@@H]1CCC3=C[C@H](O)CC[C@]3(C)[C@H]1CC2